bis(2,6-dibutoxybenzoyl)(2-methyl-Propane-1-yl)phosphin oxide C(CCC)OC1=C(C(=O)P(CC(C)C)(C(C2=C(C=CC=C2OCCCC)OCCCC)=O)=O)C(=CC=C1)OCCCC